CC=1C=C(C=C(C1O)C)SC1=CC(=C(C(=C1)C)O)C bis(3,5-dimethyl-4-hydroxyphenyl)sulfide